2-(6-fluoro-4-methoxynaphthalen-2-yl)-4-methylaniline FC=1C=C2C(=CC(=CC2=CC1)C1=C(N)C=CC(=C1)C)OC